tris[ethyl]styrene C(C)C(=C(CC)CC)C1=CC=CC=C1